[1-methyl-1-(4-phenylphenyl)ethyl]piperazine-1-carboxylate CC(C)(C1=CC=C(C=C1)C1=CC=CC=C1)OC(=O)N1CCNCC1